P(=O)(OCC1=CC=C(C=C1)C(F)(F)F)([O-])[O-] 4-trifluoromethylbenzyl phosphate